sodium phenoxysulfonyl-fluorosulfonamide oxygen [O].O(C1=CC=CC=C1)S(=O)(=O)NS(=O)(=O)F.[Na]